COC1=C(C=CC=C1)C1=CC=C(N=N1)NC1C[C@@H]2[C@@H](CN(C2)CC2CCOCC2)C1 (3aR,5s,6aS)-N-[6-(2-methoxyphenyl)pyridazin-3-yl]-2-(tetrahydropyran-4-ylmethyl)-3,3a,4,5,6,6a-hexahydro-1H-cyclopenta[c]pyrrol-5-amine